N2'-Benzyl-N4-(5-methyl-1H-pyrazol-3-yl)-[2,5'-bipyrimidine]-2',4-diamine C(C1=CC=CC=C1)NC1=NC=C(C=N1)C1=NC=CC(=N1)NC1=NNC(=C1)C